BrC1=C(C=C2C(=CC(=NC2=C1OCC[C@]1(CC=CC=C1)C(C)(C)C)SCC)OC1CN(C1)C(=O)[O-])I 3-({7-bromo-2-(ethylsulfanyl)-6-iodo-8-[(1S)-1-Tert-butyl phenylethoxy]quinolin-4-yl}oxy)azetidine-1-carboxylate